[Si](C)(C)(C(C)(C)C)OCC1CN(CCN1)C(=O)[O-] 3-(((tert-butyldimethylsilyl)oxy)methyl)-piperazine-1-carboxylate